5-(3-((tert-butyldimethylsilyl)oxy)azetidin-1-yl)-2-morpholinothiazolo[4,5-b]pyridin-6-amine [Si](C)(C)(C(C)(C)C)OC1CN(C1)C1=C(C=C2C(=N1)N=C(S2)N2CCOCC2)N